OCCS(=O)(=O)C1=CC=C(C=C1)S(=O)(=O)C1=CC=C(S1)CNC(OCCCC)=O butyl ((5-((4-((2-hydroxyethyl)sulfonyl)phenyl)sulfonyl)thiophen-2-yl)methyl)carbamate